ethyl 2-[1-(2-cyanophenyl)-1-(1H-pyrazol-4-yl)propan-2-yl]-5-methoxy-1-methyl-6-oxopyrimidine-4-carboxylate C(#N)C1=C(C=CC=C1)C(C(C)C=1N(C(C(=C(N1)C(=O)OCC)OC)=O)C)C=1C=NNC1